C[C@@H]1N(C[C@H](NC1)C)C=1C=2N=C(N(C2N(C(N1)=O)C)CC)CC#N 2-(6-((2S,5R)-2,5-dimethylpiperazin-1-yl)-9-ethyl-3-methyl-2-oxo-3,9-dihydro-2H-purin-8-yl)acetonitrile